N-(((1r,4r)-4-aminocyclohexyl)methyl)-4-(2,6-dimethylmorpholino)-2,3-dimethylaniline NC1CCC(CC1)CNC1=C(C(=C(C=C1)N1CC(OC(C1)C)C)C)C